C(C)(C)(C)OC(=O)N1C[C@@H](CC1)S (R)-3-mercaptopyrrolidine-1-carboxylic acid tert-butyl ester